2-methyl-9,12-dioxo-13-{3-[(1-oxoicosyl) oxy] propyl}-5-oxa-2,8,13-triazahexadec-10-en-16-yl icosanoate C(CCCCCCCCCCCCCCCCCCC)(=O)OCCCN(C(C=CC(NCCOCCN(C)C)=O)=O)CCCOC(CCCCCCCCCCCCCCCCCCC)=O